(S)-2-Cyclopropyl-10-((2-(dimethylamino)-5-chloropyridin-4-yl)amino)-3,3-difluoro-7-methyl-1,2,3,4-tetrahydro-[1,4]oxazepino[2,3-c]chinolin-6(7H)-on C1(CC1)[C@@H]1NC2=C(C(N(C=3C=CC(=CC23)NC2=CC(=NC=C2Cl)N(C)C)C)=O)OCC1(F)F